CC1=CSC2=CN=CC=C21 3-methylthiopheno[2,3-c]pyridine